OC(CON1CCC(CC1)CC=1C=NC=CC1)CN1CCCCC1 N-(2-hydroxy-3-(piperidin-1-yl)propoxy)-4-(pyridin-3-ylmethyl)piperidin